N4-(2,4-dimethoxybenzyl)-2-((S)-1-fluoroethyl)-N6-(4-isopropoxy-5-(1-((R)-tetrahydrofuran-3-yl)-1H-pyrazol-4-yl)pyridin-2-yl)pyrimidine-4,6-diamine COC1=C(CNC2=NC(=NC(=C2)NC2=NC=C(C(=C2)OC(C)C)C=2C=NN(C2)[C@H]2COCC2)[C@H](C)F)C=CC(=C1)OC